ClC=1C=CC2=C([C@@H](C[C@@H](O2)C(=O)NC23CC(C2)(C3)NC(COC3=CC(=C(C=C3)Cl)F)=O)NCCO)C1 (2R,4R)-6-chloro-N-{3-[2-(4-chloro-3-fluorophenoxy)acetamido]bicyclo[1.1.1]pentan-1-yl}-4-[(2-hydroxyethyl)amino]-3,4-dihydro-2H-1-benzopyran-2-carboxamide